C(C#C)C1(CC=C(C[C@H](N)C(=O)O)C=C1)O p-propargyltyrosine